2-(((1r,4r)-4-((7-chloro-2-(2,6-difluorophenyl)imidazo[2,1-f][1,2,4]triazin-4-yl)amino)cyclohexyl)amino)ethan-1-ol ClC1=CN=C2C(=NC(=NN21)C2=C(C=CC=C2F)F)NC2CCC(CC2)NCCO